C(C1=CC=CC=C1)OC(NC1=C(C=C(C=C1)C=O)F)=O (2-FLUORO-4-FORMYL-PHENYL)-CARBAMIC ACID BENZYL ESTER